N-aminomethyl-4-benzylpiperidine NCN1CCC(CC1)CC1=CC=CC=C1